2-(1H-imidazol-5-yl)-N-(3-(trifluoromethyl)cyclohexyl)thiazole-4-carboxamide N1C=NC=C1C=1SC=C(N1)C(=O)NC1CC(CCC1)C(F)(F)F